5-phenyl-1,2,4-triazole C1(=CC=CC=C1)C1=NC=NN1